CC=1N=C2C(=NC(=NC2=NC1C)[C@@H]1C[C@@H](OCC1)C1=CC(=NC=C1)C)C=1C=NC(=CC1)C(F)(F)F 6,7-dimethyl-2-((2r,4s)-2-(2-methylpyridin-4-yl)tetrahydro-2H-pyran-4-yl)-4-(6-(trifluoromethyl)pyridin-3-yl)pteridine